N-(1-(4-bromophenethyl)-5-cyano-7-methoxy-1H-Benzo[d]imidazol-2-yl)-1-ethyl-3-methyl-1H-pyrazole-5-carboxamide BrC1=CC=C(CCN2C(=NC3=C2C(=CC(=C3)C#N)OC)NC(=O)C3=CC(=NN3CC)C)C=C1